O(C1=CC=CC=C1)C1CCNCC1 4-phenoxypiperidin